tris(2-carboxyethyl)phosphin C(=O)(O)CCP(CCC(=O)O)CCC(=O)O